(3s,5r)-1-[3-acetyl-6-[5-[(6-methylpyridazin-3-yl)amino]benzimidazol-1-yl]-2-pyridinyl]-5-methyl-pyrrolidine-3-carbonitrile C(C)(=O)C=1C(=NC(=CC1)N1C=NC2=C1C=CC(=C2)NC=2N=NC(=CC2)C)N2C[C@H](C[C@H]2C)C#N